FC=1C=C(C=C(C1F)F)C=1N=NN(C1)[C@@H]1[C@H]([C@@H](SC=2C(=NC=C(C2)Cl)C=2CNCC2)O[C@@H]([C@@H]1O)CO)OC 5-Chloro-2-(3-pyrrolin-3-yl)pyridin-3-yl 3-deoxy-3-[4-(3,4,5-trifluorophenyl)-1H-1,2,3-triazol-1-yl]-2-O-methyl-1-thio-α-D-galactopyranoside